15-bromo-12-methylhexadec-1-ene BrC(CCC(CCCCCCCCCC=C)C)C